2,2-dimethoxyspiro[3.5]nonane-7-carbaldehyde COC1(CC2(C1)CCC(CC2)C=O)OC